BrC1=C(N)C(=CC=C1F)CSC 2-bromo-3-fluoro-6-((methylthio)methyl)aniline